2-[3,5-bis(difluoromethyl)pyrazol-1-yl]-6-chloro-pyridine-3-carboxylic acid methyl ester COC(=O)C=1C(=NC(=CC1)Cl)N1N=C(C=C1C(F)F)C(F)F